(1R,4R)-4-(5-methoxy-6-(1-oxo-isoquinolin-2(1H)-yl)benzo[d]Thiazole-2-Yl)cyclohexanecarboxylic acid methyl ester COC(=O)C1CCC(CC1)C=1SC2=C(N1)C=C(C(=C2)N2C(C1=CC=CC=C1C=C2)=O)OC